C1(CC1)CC1CN(CCC1)C1CCN(CC1)C(=O)OCC1=CC=CC=C1 benzyl 3-(cyclopropylmethyl)[1,4'-bipiperidine]-1'-carboxylate